4-[(tert-butoxycarbonyl)(tert-butyl)sulfamoyl]Phenyl-cyclopropanecarboxylic acid C(C)(C)(C)OC(=O)N(S(=O)(=O)C1=CC=C(C=C1)C1(CC1)C(=O)O)C(C)(C)C